(2s,4S)-2-((1R,5S,6S)-6-(2-Methyl-3-(trifluoromethyl)phenyl)-3-azabicyclo[3.1.0]hexan-3-carbonyl)-7-oxa-5-azaspiro[3.4]octan-6-on CC1=C(C=CC=C1C(F)(F)F)C1[C@@H]2CN(C[C@H]12)C(=O)C1CC2(C1)NC(OC2)=O